N-((1r,3r)-3-(3-chloro-4-cyanophenoxy)-2,2,4,4-tetramethylcyclobutyl)(piperazin-1-yl)nicotinamide ClC=1C=C(OC2C(C(C2(C)C)NC(C2=C(N=CC=C2)N2CCNCC2)=O)(C)C)C=CC1C#N